C(C\C=C/CCC)OC1=C(C=C(C=C1)C1=NOC(=N1)[C@H]1N(CCC1)C(=O)OC(C)(C)C)C(F)(F)F tert-butyl (S,Z)-2-(3-(4-(hept-3-en-1-yloxy)-3-(trifluoromethyl)phenyl)-1,2,4-oxadiazol-5-yl)pyrrolidine-1-carboxylate